C(C)OC(CCCCCCN1C(C(CC1=O)C1C(SC=C1)=C)=O)=O (E)-7-(3-(2-methylenethienyl)-2,5-dioxopyrrolidinyl)heptanoic acid ethyl ester